1-bromo-2,3,4,5,6-pentafluorobenzene BrC1=C(C(=C(C(=C1F)F)F)F)F